tert-butyl ((2S,3R)-3-cyclopropoxy-1-((2-hydroxy-5-((S)-2-methoxy-1-((S)-2-oxo-4-(trifluoromethyl)imidazolidin-1-yl)ethyl)phenyl)amino)-1-oxobutan-2-yl)carbamate C1(CC1)O[C@@H]([C@@H](C(=O)NC1=C(C=CC(=C1)[C@@H](COC)N1C(N[C@@H](C1)C(F)(F)F)=O)O)NC(OC(C)(C)C)=O)C